3-[(3R)-3-Fluorotetrahydro-1H-pyrrol-1-yl]propanal F[C@H]1CN(CC1)CCC=O